FC(C(=O)C1=CC=C(C=C1)OCCCOC1=CC=C(C=C1)C(C(F)(F)F)=NOS(=O)(=O)CCCC)(F)F 2,2,2-trifluoro-1-(4-(3-(4-(2,2,2-trifluoro-1-(1-butanesulfonyloxyimino)ethyl)phenoxy)propoxy)phenyl)ethanone